2-(2-iminoimidazolidin-1-yl)propanoic acid N=C1N(CCN1)C(C(=O)O)C